NC1=NC(N(C=C1)C1=CC=C(C=C1)CN1CC2C(C2C1)NC(OC(C)(C)C)=O)=O tert-Butyl N-[exo-3-{[4-(4-amino-2-oxo-1,2-dihydropyrimidin-1-yl)phenyl]methyl}-3-azabicyclo[3.1.0]hexan-6-yl]carbamate